((6-(difluoromethoxy)-2-(3''-(difluoromethoxy)-2,2'-dimethyl-4''-(pyrrolidin-1-ylmethyl)-[1,1':3',1''-terphenyl]-3-yl)benzo[d]oxazol-5-yl)methyl)-L-proline FC(OC1=CC2=C(N=C(O2)C=2C(=C(C=CC2)C2=C(C(=CC=C2)C2=CC(=C(C=C2)CN2CCCC2)OC(F)F)C)C)C=C1CN1[C@@H](CCC1)C(=O)O)F